4-aminothieno[2,3-c]quinoline-8-carboxylic acid NC1=NC=2C=CC(=CC2C2=C1SC=C2)C(=O)O